C(C)C(C(=O)O)CCCC.C(C)C(C(=O)O)CCCC.C(O)C(CC)(CO)CO TrimethylolPropane Di(2-Ethyl Hexanate)